NC1(CCN(CC1)C=1N=C(C(=NC1)NC1=C(C(=CC=C1)Cl)Cl)C)C 4-amino-4-methylpiperidin-1-yl-N-(2,3-dichlorophenyl)-3-methylpyrazin-2-amine